(2-methylpyridin-4-yl)boranediol CC1=NC=CC(=C1)B(O)O